N-(1-cyanocyclopropyl)-8-(piperidin-4-yl)-3-(5-(trifluoromethyl)-1,3,4-thiadiazol-2-yl)-N-((2-(trimethylsilyl)ethoxy)methyl)imidazo[1,5-a]pyridine-6-sulfonamide C(#N)C1(CC1)N(S(=O)(=O)C=1C=C(C=2N(C1)C(=NC2)C=2SC(=NN2)C(F)(F)F)C2CCNCC2)COCC[Si](C)(C)C